(3S)-3-(2-(5-(2-(dimethylamino)ethyl)-2-oxo-4-(trifluoromethyl)pyridin-1(2H)-yl)pentanamido)-3-(4-fluoro-2',4',5,6'-tetramethyl-[1,1'-biphenyl]-3-yl)propanoic acid CN(CCC=1C(=CC(N(C1)C(C(=O)N[C@@H](CC(=O)O)C=1C=C(C=C(C1F)C)C1=C(C=C(C=C1C)C)C)CCC)=O)C(F)(F)F)C